4a-(3-ethoxyphenyl)octahydro-2H-benzo[b][1,4]oxazine hydrochloride Cl.C(C)OC=1C=C(C=CC1)C12C(OCCN1)CCCC2